5-isopropyl-3-((2-(1-methyl-1H-pyrazol-4-yl)pyridin-4-yl)amino)isoquinoline C(C)(C)C1=C2C=C(N=CC2=CC=C1)NC1=CC(=NC=C1)C=1C=NN(C1)C